BrC1=CC(=C(C=C1)N1C(C=CC2=CC(=CC=C12)S(=O)(=O)N(C=1N=NC=CC1)CC1=CC=C(C=C1)OC)=O)OC (P)-1-(4-bromo-2-methoxyphenyl)-N-(4-methoxybenzyl)-2-oxo-N-(pyridazin-3-yl)-1,2-dihydroquinoline-6-sulfonamide